C(C)(C)(C)N1N=C(C=C1)C1=C(C(=O)O)C=CC(=C1)C#N 2-(1-tert-butylpyrazol-3-yl)-4-cyano-benzoic acid